C(C)S(=O)(=O)NC1C(N(CCC1)C(=O)OCC)CO[C@@H]1CC[C@@H](CC1)C ethyl 3-((ethylsulfonyl) amino)-2-(((cis-4-methylcyclohexyl)oxy)methyl)-piperidine-1-carboxylate